NC1=NC=NN2C1=C(C=C2C=2C=C(C(=NC2)OC)C(=O)N[C@@H]2CN(C[C@@H]2F)CC=2NC(C=CC2)=O)C(F)(F)F 5-[4-amino-5-(trifluoromethyl)-pyrrolo[2,1-f][1,2,4]triazin-7-yl]-N-[(3R,4S)-4-fluoro-1-[(6-oxo-1,6-dihydropyridin-2-yl)methyl]pyrrolidin-3-yl]-2-methoxypyridine-3-carboxamide